BrC=1C=C2C(=NC1)C=NN2CC(=O)N(C)C 2-(6-bromo-1H-pyrazolo[4,3-b]pyridin-1-yl)-N,N-dimethylacetamide